N-[(2S,3R)-1-(bicyclo[1.1.1]pentane-1-carbonyl)-2-{[3'-(difluoromethyl)-2-fluoro[1,1'-biphenyl]-3-yl]methyl}-4,4-difluoropyrrolidin-3-yl]ethanesulfonamide C12(CC(C1)C2)C(=O)N2[C@H]([C@H](C(C2)(F)F)NS(=O)(=O)CC)CC=2C(=C(C=CC2)C2=CC(=CC=C2)C(F)F)F